(t-butyl N-(2-(5-(1,3-dioxolan-2-yl)-6-fluoroisoquinolin-8-yl)-2-((t-butyldimethylsilyl) oxy) ethyl) sulfamoyl) carbamate C(N)(OS(N(CC(O[Si](C)(C)C(C)(C)C)C=1C=C(C(=C2C=CN=CC12)C1OCCO1)F)C(C)(C)C)(=O)=O)=O